P(=O)([O-])([O-])[O-].C[Si+](C)C.C[Si+](C)C.[Na+] sodium bis(trimethylsilicon) phosphate